(R)-N-ethyl-N-(2,2,2-trifluoro-1-(4-fluorophenyl)ethyl)-3-((2-(trimethylsilyl)ethoxy)methyl)-3H-[1,2,3]triazolo[4,5-b]pyridine-6-sulfonamide C(C)N(S(=O)(=O)C=1C=C2C(=NC1)N(N=N2)COCC[Si](C)(C)C)[C@@H](C(F)(F)F)C2=CC=C(C=C2)F